3-(4-bromophenyl)acrylic acid BrC1=CC=C(C=C1)C=CC(=O)O